2-[1-(2-hydroxy-3,5-di-t-pentylphenyl) ethyl]-4,6-di-t-pentylphenylacrylate OC1=C(C=C(C=C1C(C)(C)CC)C(C)(C)CC)C(C)C1=C(C(=CC(=C1)C(C)(C)CC)C(C)(C)CC)OC(C=C)=O